5-bromo-2-chlorobenzimidohydrazide BrC=1C=CC(=C(C(NN)=N)C1)Cl